CP(C)OC1CNC2=CC=CC=C12 indolin-3-yl dimethylphosphino oxide